COC(C1=C(N=CC(=C1C)Br)Cl)=O.C(C(=C)C)(=O)OCCC[SiH2]OOOC Gamma-methacryloxypropyl-methyltrioxysilane methyl-5-bromo-2-chloro-4-methylnicotinate